pyrazino[1,2-a]quinoxalin-5(6H)-one C1C=NC=C2N1C1=CC=CC=C1NC2=O